OC1=C(C(N(C=2N(C(N(C(C21)=O)C2=CC=CC=C2)=O)C2=CC=CC=C2)C)=O)CC2=C(C=CC=C2)C 5-hydroxy-8-methyl-6-(2-methylbenzyl)-1,3-diphenylpyrido[2,3-d]pyrimidine-2,4,7(1H,3H,8H)-trione